(R*)-3'-(5-(2-Aminothiazol-5-yl)-1H-imidazol-2-yl)-7'-(3-chloro-2-fluoro-6-(1H-tetrazol-1-yl)phenyl)-2',3'-dihydro-5'H-spiro[cyclopropane-1,1'-indolizin]-5'-one NC=1SC(=CN1)C1=CN=C(N1)[C@H]1CC2(C3=CC(=CC(N13)=O)C1=C(C(=CC=C1N1N=NN=C1)Cl)F)CC2 |o1:11|